N-{1-[2-(2-methoxypyridin-4-yl)quinolin-4-yl]ethyl}-2-methylbenzamide COC1=NC=CC(=C1)C1=NC2=CC=CC=C2C(=C1)C(C)NC(C1=C(C=CC=C1)C)=O